4,4'-bis(4,4,5,5-tetramethyl-1,3,2-dioxaborolane-2-yl)biphenyl CC1(OB(OC1(C)C)C1=CC=C(C=C1)C1=CC=C(C=C1)B1OC(C(O1)(C)C)(C)C)C